N1,N3-bis(2-(2-(2-(2-(3-(6,8-dichloro-2-methyl-1,2,3,4-tetrahydroisoquinolin-4-yl)phenylsulfonamido)ethoxy)ethoxy)ethoxy)ethyl)isophthalamide ClC=1C=C2C(CN(CC2=C(C1)Cl)C)C=1C=C(C=CC1)S(=O)(=O)NCCOCCOCCOCCNC(C1=CC(C(=O)NCCOCCOCCOCCNS(=O)(=O)C2=CC(=CC=C2)C2CN(CC3=C(C=C(C=C23)Cl)Cl)C)=CC=C1)=O